FC(C(=O)[O-])(C(C(C(C(C(C(C(F)(F)F)(F)F)(F)F)(F)F)(F)F)(F)F)(F)F)F.N(C)CC(=O)OC(CCCCCCCCCCC)=O.[Na+] sodium lauroyl sarcosinate perfluorononanoate